hexyl 5-((chlorosulfonyl) oxy)-4,4-dimethylpentanoate ClS(=O)(=O)OCC(CCC(=O)OCCCCCC)(C)C